(5-Isopropyl-1H-pyrazol-3-yl)(6-(1-methylcyclopropane-1-carbonyl)-2,6-diazaspiro[3.3]heptan-2-yl)methanone C(C)(C)C1=CC(=NN1)C(=O)N1CC2(C1)CN(C2)C(=O)C2(CC2)C